ClC1=NC=C2C=C(N=C(C2=C1)C)C=1C(=CC(=NC1)C(CCC)=O)C 1-(5-(7-chloro-1-methyl-2,6-naphthyridin-3-yl)-4-methylpyridin-2-yl)butan-1-one